tert-Butyl 3-(8-fluoro-6-formyl-6,7-dihydro-5H-cyclopenta[f]benzotriazol-3-yl)azetidine-1-carboxylate FC1=C2C(=CC3=C1N=NN3C3CN(C3)C(=O)OC(C)(C)C)CC(C2)C=O